(R)-2-(4-(6-((5-chloro-3-fluoropyridin-2-yl)methoxy)pyridin-2-yl)-2,5-difluorobenzyl)-1-(4,4-dimethyltetrahydrofuran-3-yl)-1H-benzo[d]imidazole-6-carboxylic acid ClC=1C=C(C(=NC1)COC1=CC=CC(=N1)C1=CC(=C(CC2=NC3=C(N2[C@H]2COCC2(C)C)C=C(C=C3)C(=O)O)C=C1F)F)F